16-methyl-4-heptadecenoic acid CC(CCCCCCCCCCC=CCCC(=O)O)C